((benzyloxy)carbonyl)-L-glutamic acid dimethyl ester COC([C@@H](NC(=O)OCC1=CC=CC=C1)CCC(=O)OC)=O